formyl-4-methyl-5-nitro-(1,1'-biphenyl)-3-carboxylic acid C(=O)C1=C(C=C(C(=C1C(=O)O)C)[N+](=O)[O-])C1=CC=CC=C1